CCCCCCCCCC/C=C\CCCCCCCCCC(=O)OC[C@H](COP(=O)(O)OC[C@H](CO)O)OC(=O)CCCCCCCCC/C=C\CCCCCCCCCC 1,2-di-(11Z-docosenoyl)-sn-glycero-3-phospho-(1'-sn-glycerol)